CS(=O)(=O)N1CCC(CC1)C1=CC=C(C=C1)C1=CC=2C(=NC=CN2)C(=N1)NC[C@@H]1CNCCO1 (S)-7-(4-(1-(methylsulfonyl)piperidin-4-yl)phenyl)-N-(morpholin-2-ylmethyl)pyrido[3,4-b]pyrazin-5-amine